(R)-6-(2-(3-chlorophenyl)-2-hydroxyacetyl)-2-(1-(p-tolyl)cyclopropyl)-5,6,7,8-tetrahydropyrido[4,3-d]pyrimidin-4(3H)-one ClC=1C=C(C=CC1)[C@H](C(=O)N1CC2=C(N=C(NC2=O)C2(CC2)C2=CC=C(C=C2)C)CC1)O